COC1=C(CCN)C=CC(=C1)OC 2,4-dimethoxyphenethylamine